(1S,2R,3R,4S,6R)-4,6-diamino-3-[(2R,3R,6S)-3-amino-6-[(1S)-1-amino-2-hydroxy-ethyl]tetrahydropyran-2-yl]oxy-cyclohexane-1,2-diol N[C@@H]1[C@H]([C@@H]([C@H]([C@@H](C1)N)O)O)O[C@H]1O[C@@H](CC[C@H]1N)[C@H](CO)N